Methyl 3-(3-acetoxypropyl)-6-chloro-7-(2-(iodomethyl)-5,6-dihydro-4H-pyrrolo[1,2-b]pyrazol-3-yl)-1-methyl-1H-indole-2-carboxylate C(C)(=O)OCCCC1=C(N(C2=C(C(=CC=C12)Cl)C1=C2N(N=C1CI)CCC2)C)C(=O)OC